1-(benzyloxy)-4-bromo-2-fluorobenzene C(C1=CC=CC=C1)OC1=C(C=C(C=C1)Br)F